1-(9Z-octadecenoyl)-2-(9Z-pentadecenoyl)-glycero-3-phosphocholine CCCCCCCC/C=C\CCCCCCCC(=O)OC[C@H](COP(=O)([O-])OCC[N+](C)(C)C)OC(=O)CCCCCCC/C=C\CCCCC